C1(=CC=CC=C1)S1C=C(C=C1C1=CC=CC=C1)C1=CC=CC=C1 1,3,5-triphenylthiophene